BrC=1C=C2C(=CNC2=CC1)/C(/C#N)=C/C=1C=NC=CC1C1=CC=C(C=C1)C(F)(F)F (Z)-2-(5-bromo-1H-indol-3-yl)-3-(4-(4-(trifluoromethyl)phenyl)pyridin-3-yl)-acrylonitrile